2-(2,6-dioxopiperidin-3-yl)-5-fluoro-6-[3-fluoro-3-(hydroxymethyl)azetidine-1-yl]-2,3-dihydro-1H-isoindole-1,3-dione O=C1NC(CCC1N1C(C2=CC(=C(C=C2C1=O)F)N1CC(C1)(CO)F)=O)=O